[N+](=O)([O-])C1=CC=C(C=C1)N1CCC(CC1)N1CCN(CC1)C(=O)OC(C)(C)C tert-butyl 4-[1-(4-nitrophenyl)piperidin-4-yl]piperazine-1-carboxylate